N-[3-(R or S)-[cyclopropyl(5,6,7,8,9,10-hexahydro-4-hydroxy-2-oxo-(R or S)-10-propyl-2H-cycloocta[b]pyran-3-yl)methyl]phenyl]-1-methyl-1H-imidazole-4-sulfonamide C1(CC1)[C@H](C=1C=C(C=CC1)NS(=O)(=O)C=1N=CN(C1)C)C1=C(C2=C(OC1=O)[C@@H](CCCCC2)CCC)O |o1:3,27|